NC1=C2C=NC(=NC2=CC(=C1F)C1=C(C2=C(OCCN2)N=C1)C)NC1=C(C=CC=C1)C1CC(N(C1)C)=O 4-{[5-amino-6-fluoro-7-(8-methyl-2,3-dihydro-1H-pyrido[2,3-b][1,4]oxazin-7-yl)quinazolin-2-ylamino]phenyl}-1-methylpyrrolidin-2-one